(E)-1-isopropyl-4-(4-(1-(4-methoxyphenyl)-4-methyl-2-phenylpent-1-en-1-yl)phenyl)piperazine C(C)(C)N1CCN(CC1)C1=CC=C(C=C1)/C(=C(/CC(C)C)\C1=CC=CC=C1)/C1=CC=C(C=C1)OC